magnesium aluminum salt [Al].[Mg]